C(C)(C)(C)C1=CC=C(C=C1)C=1N(C=NN1)C1=CC=CC=C1 5-(4-(tert-butyl)phenyl)-4-phenyl-4H-1,2,4-triazole